2-methyl-4-cyanothienyl-(2-methyl-4-cyanothiophene) CC=1SC=C(C1C1=C(SC=C1C#N)C)C#N